C(=O)C1=CC=C(C=C1)N1C(C=2C(C1=O)=CC=CC2)=O N-(4-formylphenyl)phthalimide